2,2,2-trichloroethyl (1',5',6',7'-tetrahydro-2'H-spiro[cyclopropane-1,3'-dicyclopenta[b,e]pyridin]-8'-yl)carbamate C1CC2(C3=NC4=C(C(=C31)NC(OCC(Cl)(Cl)Cl)=O)CCC4)CC2